4-ethyl-1-(tetrahydro-2H-pyran-2-yl)-1H-pyrazole C(C)C=1C=NN(C1)C1OCCCC1